2,6-Dichloro-N-(pyridin-3-ylcarbamoyl)nicotinamide ClC1=C(C(=O)NC(NC=2C=NC=CC2)=O)C=CC(=N1)Cl